tert-butyl 3-[1-(2,6-dioxopiperidin-3-yl)-3-methyl-2-oxo-1,3-benzodiazol-4-yl]azetidine-1-carboxylate O=C1NC(CCC1N1C(N(C2=C1C=CC=C2C2CN(C2)C(=O)OC(C)(C)C)C)=O)=O